FC=1C(=C(C(=O)[O-])C=CC1F)NC1=C(C=C(C=C1)I)F 3,4-difluoro-2-(2-fluoro-4-iodoanilino)benzoate